7-[(3R)-3,4-dimethylpiperazin-1-yl]-2-(4,6-dimethylpyrazolo[1,5-a]pyrazin-2-yl)-4H-pyrido[1,2-a]pyrimidin-4-one C[C@@H]1CN(CCN1C)C=1C=CC=2N(C(C=C(N2)C2=NN3C(C(=NC(=C3)C)C)=C2)=O)C1